(L)-norvaline N[C@@H](CCC)C(=O)O